5-chloro-3-(2-oxopropoxy)benzofuran-2-carboxylic acid methyl-5-chloro-2-(2-methoxy-2-oxoethoxy)benzoate Methyl-bromoacetate COC(CBr)=O.COC(C1=C(C=CC(=C1)Cl)OCC(=O)OC)=O.ClC=1C=CC2=C(C(=C(O2)C(=O)O)OCC(C)=O)C1